rel-(R)-1-(2-(morpholin-2-yl)benzyl)-2-thiocarbonyl-1,2,3,5-tetrahydro-4H-pyrrolo[3,2-d]pyrimidin-4-one N1C[C@H](OCC1)C1=C(CN2C(NC(C3=C2C=CN3)=O)=C=S)C=CC=C1 |o1:2|